5-bromo-7-trifluoromethylpyrazolo[1,5-a]pyridine BrC1=CC=2N(C(=C1)C(F)(F)F)N=CC2